[Li].C(C)(C)[Mg]Cl isopropylmagnesium chloride Lithium